1,3-Bis(2-((tert-butyldimethylsilyl)oxy)ethyl)imidazoline-2,4-dione [Si](C)(C)(C(C)(C)C)OCCN1C(N(C(C1)=O)CCO[Si](C)(C)C(C)(C)C)=O